N,5-dimethylhexanamide CNC(CCCC(C)C)=O